3-(1,1-dioxidotetrahydro-2H-thiopyran-4-yl)-1-(4-fluoro-2-methylphenyl)-7-(trifluoromethyl)-2,3-dihydroquinazolin-4(1H)-one O=S1(CCC(CC1)N1CN(C2=CC(=CC=C2C1=O)C(F)(F)F)C1=C(C=C(C=C1)F)C)=O